C[Si](N([Si](C)(C)C)CCCCCCCCCCCCCC)(C)C N,N-bis(trimethylsilyl)tetradecylamine